C(CC(C(=O)O)C(C)(C1=CC(=C(C=C1)O)C(C)(C)C)C1=CC(=C(C=C1)O)C(C)(C)C)C(C(=O)O)C(C)(C1=CC(=C(C=C1)O)C(C)(C)C)C1=CC(=C(C=C1)O)C(C)(C)C.C1(=CC=CC=C1)C1=C(C(=NN=N1)C1=C(C=CC=C1)C1=C(C=CC=2SC3=C(C21)C=CC=C3)C3=CC=CC=C3)C3=CC=CC=C3 (diphenyltriazinyl)(Phenyldibenzothiophenyl)benzene ethylenebis[3,3-bis(4-hydroxy-3-tert-butylphenyl)butyrate]